C(#N)[C@H](CC1=C(C=C(C=C1)C=1C=NN(C1)CC)F)NC(OC(C)(C)C)=O (S)-tert-butyl (1-cyano-2-(4-(1-ethyl-1H-pyrazol-4-yl)-2-fluorophenyl)ethyl)carbamate